N1C[C@H](CC1)CC(=O)[O-] ((R)-pyrrolidin-3-yl)acetate